6-chloro-N-(2,4-difluoro-3-(2-((1-(pyridin-2-yl)piperidin-4-yl)amino)quinazolin-6-yl)phenyl)-1-hydroxy-2,3-dihydro-1H-indene-4-sulfonamide ClC=1C=C(C=2CCC(C2C1)O)S(=O)(=O)NC1=C(C(=C(C=C1)F)C=1C=C2C=NC(=NC2=CC1)NC1CCN(CC1)C1=NC=CC=C1)F